(4-cyanophenyl)-6-((3-hydroxy-2-methoxypropyl)amino)isoindoline-2-carbonitrile C(#N)C1=CC=C(C=C1)C1N(CC2=CC=C(C=C12)NCC(CO)OC)C#N